CN(CCC1=CC(=CC=2C3=CC=CC=C3NC12)NC=1C=NC=CC1)C 1-(2-(dimethylamino)ethyl)-N-(pyridin-3-yl)-9H-carbazol-3-amine